C(CCC)N(C(=O)OCC1=C(N=NN1C)C1=CC=C(C(=N1)COC)O[C@@H]1C[C@H](CCC1)C(=O)O)C (1S,3S)-3-((6-(5-(((butyl-(methyl)carbamoyl)oxy)methyl)-1-methyl-1H-1,2,3-triazol-4-yl)-2-(methoxymethyl)pyridin-3-yl)oxy)cyclohexane-1-carboxylic acid